5-(4-Methylquinazolin-6-yl)-4-phenylpyrimidin-2-amine CC1=NC=NC2=CC=C(C=C12)C=1C(=NC(=NC1)N)C1=CC=CC=C1